CC=1C=C(C=C(C1)C)C=1C=NC2=C3N=CC(=CC3=CC=C2C1)C1=CC(=CC(=C1)C)C 3,8-bis(3,5-bis(methyl)phenyl)-1,10-phenanthroline